(R)-5-amino-3-(2-(4-(2-fluoro-4-(2-(methylsulfinyl)ethoxy)phenyl)-piperazin-1-yl)ethyl)-8-(furan-2-yl)thiazolo[5,4-e][1,2,4]triazolo[1,5-c]pyrimidin-2(3H)-one NC1=NC2=C(C=3N1N=C(N3)C=3OC=CC3)SC(N2CCN2CCN(CC2)C2=C(C=C(C=C2)OCC[S@](=O)C)F)=O